N-(2,6-dimethyl-4-(2-(trifluoromethyl)-4,6,7,8-tetrahydro-5H-thiazolo[5,4-c]azepin-5-yl)phenyl)-3,3-dimethylbutanamide CC1=C(C(=CC(=C1)N1CC2=C(CCC1)N=C(S2)C(F)(F)F)C)NC(CC(C)(C)C)=O